N-cyclopropyl-3-(difluoromethyl)-5-fluoro-N-[(2-isopropyl-phenyl)methyl]-1-methyl-pyrazole-4-carboxamide C1(CC1)N(C(=O)C=1C(=NN(C1F)C)C(F)F)CC1=C(C=CC=C1)C(C)C